C1(CC1)COC1=C(C(=CC2=C1C(N1[C@@H](CO2)C[C@@H](C1)O)=O)C)F (2S,11aR)-6-(cyclopropylmethoxy)-7-fluoro-2-hydroxy-8-methyl-2,3,11,11a-tetrahydro-1H,5H-benzo[f]pyrrolo[2,1-c][1,4]oxazepin-5-one